3-fluorophenyl-4-hydroxypyrrolidine-1-carboxylate FC=1C=C(C=CC1)OC(=O)N1CCC(C1)O